trifluoro-2-propanol FC(C(C)O)(F)F